(S)-2-((2-amino-2,4-dimethyl-pentyl)oxy)-5-(2-(difluoromethyl)pyridin-4-yl)benzonitrile N[C@](COC1=C(C#N)C=C(C=C1)C1=CC(=NC=C1)C(F)F)(CC(C)C)C